4-(3-cyclopentyl-2-methyl-2H-indazol-5-yl)-5-fluoro-N-(5-((4-propylpiperazin-1-yl)methyl)pyridin-2-yl)pyrimidin-2-amine C1(CCCC1)C=1N(N=C2C=CC(=CC12)C1=NC(=NC=C1F)NC1=NC=C(C=C1)CN1CCN(CC1)CCC)C